5-methoxyl-1-[4-(pentafluorosulfanyl)phenyl]pentan-1-one O(C)CCCCC(=O)C1=CC=C(C=C1)S(F)(F)(F)(F)F